CC1=NC(=CC(=C1)OCCNCCOC1=CC(=NC(=C1)C)C)C bis[2-(2,6-dimethyl-4-pyridyloxy)ethyl]amine